[C@H]12CNC[C@@H]2C1C1=NN2C(C(=CC(=C2)C=2C=C(C=3N(N2)C=C(N3)C)C)F)=N1 2-[(1R,5S)-3-azabicyclo[3.1.0]hexan-6-yl]-6-(2,8-dimethylimidazo[1,2-b]pyridazin-6-yl)-8-fluoro-[1,2,4]triazolo[1,5-a]pyridine